7-(4-chloro-3-(trifluoromethyl)phenyl)-2-(2-(3,3-difluoroazetidin-1-yl)-2-oxoethyl)isoquinolin-1(2H)-one ClC1=C(C=C(C=C1)C1=CC=C2C=CN(C(C2=C1)=O)CC(=O)N1CC(C1)(F)F)C(F)(F)F